(3-fluoro-4-((1-isopropyl-2-keto-2,3-dihydro-1H-imidazo[4,5-b]pyridin-7-yl)oxy)phenyl)-5-methyl-1-(pyrimidin-5-yl)-1H-pyrazole-4-carboxamide FC=1C=C(C=CC1OC1=C2C(=NC=C1)NC(N2C(C)C)=O)C2=NN(C(=C2C(=O)N)C)C=2C=NC=NC2